N-[6-[(3S)-3-aminopyrrolidin-1-yl]-2-methyl-pyrimidin-4-yl]-5-(4-pyridyl)thiazol-2-amine N[C@@H]1CN(CC1)C1=CC(=NC(=N1)C)NC=1SC(=CN1)C1=CC=NC=C1